O=S1(CC=2C(=NC3=CC=C4C(=C3C2CC1)C=NN4)C4=CC=C(C(=O)NO)C=C4)=O 4-(9,9-Dioxo-3,8,10,11-tetrahydropyrazolo[4,3-f]thiopyrano[3,4-c]quinolin-7-yl)-N-hydroxybenzoamide